2-(4-fluoro-5-{[(4-fluorophenyl)methyl]amino}-1-(3-hydroxy-2,2-dimethylpropanoyl)-1H-pyrazol-3-yl)-N,N,3-trimethylazetidine-1-sulfonamide FC=1C(=NN(C1NCC1=CC=C(C=C1)F)C(C(CO)(C)C)=O)C1N(CC1C)S(=O)(=O)N(C)C